(L)-Tartrate C(=O)([O-])[C@H](O)[C@@H](O)C(=O)[O-]